N[C@@H]1[C@@H](OCC12CCN(CC2)C=2NC(C1=C(N2)NN=C1C1(CC1)C1=CC=C(C=C1)OC(F)(F)F)=O)C 6-((3S,4S)-4-amino-3-methyl-2-oxa-8-azaspiro[4.5]decan-8-yl)-3-(1-(4-(trifluoromethoxy)phenyl)cyclopropyl)-1,5-dihydro-4H-pyrazolo[3,4-d]pyrimidin-4-one